1-methyl-3-(2-(methylthio)pyrimidin-4-yl)imidazole CN1CN(C=C1)C1=NC(=NC=C1)SC